ClC1=C(NC=2C(=C(C=3C(C4=CC=CC=C4C(C3C2Cl)=O)=O)Cl)OC2=C(C=CC=C2Cl)Cl)C(=CC=C1)Cl 3-(2,6-dichloroanilino)-2-(2,6-dichlorophenoxy)-1,4-dichloroanthraquinone